C(C)(C)(C)C1N(CC[C@@H]1C=1C=CC=C2C(=NN(C12)C)C=1C(=NC(=CC1)OCC1=CC=CC=C1)OCC1=CC=CC=C1)C(=O)OC1=NC2=CC(=CC=C2C=C1)B1OC(C(O1)(C)C)(C)C 7-(4,4,5,5-tetramethyl-1,3,2-dioxaborolan-2-yl)quinolin-2-ol tert-butyl-(3R)-3-[3-(2,6-dibenzyloxy-3-pyridyl)-1-methyl-indazol-7-yl]pyrrolidine-1-carboxylate